3,3-difluorobutyl (4-nitrophenyl) carbonate C(OCCC(C)(F)F)(OC1=CC=C(C=C1)[N+](=O)[O-])=O